tert-Butyl 1-(4-bromophenyl)cyclohexanecarboxylate BrC1=CC=C(C=C1)C1(CCCCC1)C(=O)OC(C)(C)C